7-chloro-5-(4-chloro-2-fluorophenyl)-3-methylpyrido[3,4-b]pyrazine ClC1=CC=2C(=NC(=CN2)C)C(=N1)C1=C(C=C(C=C1)Cl)F